(R)-2-(3'-(1-cyanocyclopropyl)-[1,1'-biphenyl]-4-yl)-2-(3-(2-ethynylthiazol-4-yl) ureido)-ethyl carbonate C(OC[C@H](NC(=O)NC=1N=C(SC1)C#C)C1=CC=C(C=C1)C1=CC(=CC=C1)C1(CC1)C#N)([O-])=O